FC1(CCN(CC1)C1=CC=C(C=C1)S(=O)(=O)NCC1=CC=NC=C1)F 4-(4,4-difluoropiperidin-1-yl)-N-(pyridin-4-ylmethyl)-benzenesulfonamide